N-(1'-(6-(cyanomethyl)-2-(1,1-difluoroethyl)pyrimidin-4-yl)-1',2'-dihydrospiro[cyclopropane-1,3'-pyrrolo[3,2-c]pyridin]-6'-yl)acetamide silicon niobium vanadium nitrogen [N].[V].[Nb].[Si].C(#N)CC1=CC(=NC(=N1)C(C)(F)F)N1CC2(C=3C=NC(=CC31)NC(C)=O)CC2